(4,6-dichloro-5-(2-(trifluoromethoxy)phenyl)-1H-benzo[d]imidazol-2-yl)(4-(ethylsulfonyl)phenyl)methanol ClC1=C(C(=CC=2NC(=NC21)C(O)C2=CC=C(C=C2)S(=O)(=O)CC)Cl)C2=C(C=CC=C2)OC(F)(F)F